trimethyl-(p-tolylethynyl)silane C[Si](C#CC1=CC=C(C=C1)C)(C)C